(2S,3S,4R,5S)-N-(4-[4-chloro-3-({1-[4-(2-cyclopropoxyphenyl)pyridin-3-yl]cyclopropoxy}methyl)phenyl]pentyl)-2,3,4,5,6-pentahydroxy-N-(2-methanesulfonylethyl)hexanamide ClC1=C(C=C(C=C1)C(CCCN(C([C@H]([C@H]([C@@H]([C@H](CO)O)O)O)O)=O)CCS(=O)(=O)C)C)COC1(CC1)C=1C=NC=CC1C1=C(C=CC=C1)OC1CC1